CC(=O)N[C@@H]1[C@H]([C@@H]([C@H](O[C@H]1O)CO)O)O β-N-acetyl-D-glucosamine